C(C)N(C(OC(C)(C)C)=O)C1CCN(CC1)C1=CC=C(C2=C1C=C(O2)C)C(NC=2C(=C(C=1N(C2)C=C(N1)C)F)OC)=O tert-butyl N-ethyl-N-{1-[7-({8-fluoro-7-methoxy-2-methylimidazo[1,2-a]pyridin-6-yl}carbamoyl)-2-methyl-1-benzofuran-4-yl]piperidin-4-yl}carbamate